ClC1=CC=C(C=N1)CN(C1=CC(OC1)=O)C1=C(C(=C(C=C1)F)F)F 4-(((6-chloropyridin-3-yl)methyl)(2,3,4-trifluorophenyl)amino)furan-2(5H)-one